(4-hydroxy-3-methoxyphenyl)-1,3-thiazolidine OC1=C(C=C(C=C1)C1SCCN1)OC